Tert-Butyl 4-[(2-cyclopropyl-4-fluorophenyl)methyl]piperazine-1-carboxylate C1(CC1)C1=C(C=CC(=C1)F)CN1CCN(CC1)C(=O)OC(C)(C)C